NC=1N=C(SC1C(=O)C1=CC=C(C(=O)NCCOC(F)F)C=C1)N(C1=CC(=C(C=C1)Cl)F)[C@@H](C(=O)N)C |r| rac-4-[4-amino-2-(N-(2-amino-1-methyl-2-oxo-ethyl)-4-chloro-3-fluoro-anilino)thiazole-5-carbonyl]-N-[2-(difluoromethoxy)ethyl]benzamide